O1-[(Z)-non-3-enyl] heptanedioate C(CCCCCC(=O)[O-])(=O)OCC\C=C/CCCCC